BrC=1C=C(C=CC1F)N1C(=NOC1=O)C1=NON=C1NCCCN1N=CC=CC1=O 4-(3-bromo-4-fluorophenyl)-3-(4-((3-(6-oxopyridazin-1(6H)-yl)propyl)amino)-1,2,5-oxadiazol-3-yl)-1,2,4-oxadiazol-5(4H)-one